CN1C=CN(C=C1)C N,N'-dimethyl-pyrazine